NC=1C(=NC(=NC1Cl)Cl)C(=O)OCC ethyl 5-amino-2,6-dichloropyrimidine-4-carboxylate